ClC1=NC=C(C(=C1)C1=C(C=NC(=C1)C)C(=O)NC=1SC2=C(N1)CN(C2)C(=O)C2=NC(=C(N=C2)OC)C(F)F)OC 2'-chloro-N-(5-(6-(difluoromethyl)-5-methoxypyrazine-2-carbonyl)-5,6-dihydro-4H-pyrrolo[3,4-d]thiazol-2-yl)-5'-methoxy-6-methyl-[4,4'-bipyridine]-3-carboxamide